6-Chloro-2-(3-nitrophenyl)chromen-4-one ClC=1C=C2C(C=C(OC2=CC1)C1=CC(=CC=C1)[N+](=O)[O-])=O